BrCC1=CC=C2N=C(C(NC2=C1F)=O)CC 7-(bromomethyl)-3-ethyl-8-fluoro-1H-quinoxalin-2-one